4-[[(2S,3s,4s,5r)-3-(3,4-difluoro-2-methoxy-phenyl)-4,5-dimethyl-5-(trifluoromethyl)tetrahydrofuran-2-carbonyl]amino]-5-fluoro-pyridine-2-carboxamide FC=1C(=C(C=CC1F)[C@H]1[C@H](O[C@]([C@H]1C)(C(F)(F)F)C)C(=O)NC1=CC(=NC=C1F)C(=O)N)OC